F[Sb-](F)(F)(F)(F)F.C(C1=CC=CC=C1)[S+](C)C Benzyl-dimethylsulfonium hexafluoroantimonate